{thieno[2,3-c]pyridin-3-yl}pyridine-3-carboxamide S1C=C(C=2C1=CN=CC2)C2=NC=CC=C2C(=O)N